FC(C=1C(NC=CN1)=O)(F)F 3-trifluoromethyl-2(1H)-pyrazinone